methylpropenyl-triethylammonium CC(C)[N+](CC)(CC)C=CC